FC(S(=O)(=O)C1=CC=C(C=C1)S(=O)(=O)Cl)(F)F 4-((trifluoromethyl)sulfonyl)benzenesulfonyl chloride